C(C)(C)(C)OC(=O)N[C@@H](CC1=CN(C=N1)C(C1=CC=CC=C1)(C1=CC=CC=C1)C1=CC=CC=C1)C(=O)O N-tert-butoxycarbonyl-N'-trityl-L-histidine